CC1(NC(=NC(=C1)C)NC=1C=C(C2=C(CCO2)C1)OCCCN1CCCC1)N 4,6-dimethyl-N2-[7-(3-pyrrolidin-1-ylpropoxy)-2,3-dihydrobenzofuran-5-yl]pyrimidine-2,4-diamine